O=C1C=C(OC2=CC=CC=C12)C(=O)NCC=1N=C2N(C=C(C=C2)CN2CCCCC2)C1 4-oxo-N-({6-[(piperidin-1-yl)methyl]imidazo[1,2-a]pyridin-2-yl}methyl)-4H-chromene-2-carboxamide